C(C)(C)(C)OC(=O)N1CC2(C1)CC(C2)=CC2=NC=C(C=N2)Br 6-[(5-bromopyrimidin-2-yl)methylene]-2-azaspiro[3.3]heptane-2-carboxylic acid tert-butyl ester